2-{2-Cyclopropyl-4-methyl-7-oxo-6H,7H-thieno[2,3-d]pyridazin-6-yl}-N-(pyrimidin-2-yl)acetamide C1(CC1)C1=CC2=C(C(N(N=C2C)CC(=O)NC2=NC=CC=N2)=O)S1